OC(CC(=O)NC(C(=O)O)CC)(C)C 2-(3-hydroxy-3-methylbutanamido)butanoic acid